C(C1=CC=CC=C1)OC1=C(C(=CC=C1)F)[N+](=O)[O-] 1-(benzyloxy)-3-fluoro-2-nitrobenzene